CC1=NN(C(C1C(=O)NC=1SC=CN1)=O)C1=CC=CC=C1 3-methyl-5-oxo-1-phenyl-N-(thiazol-2-yl)-4,5-dihydro-1H-pyrazole-4-carboxamide